COC1=C(C=C(C=C1)C1=CC=NC=C1)S(=O)(=O)NC=1C=NC=2CCNC(C2C1)=O 2-methoxy-N-(5-oxo-5,6,7,8-tetrahydro-1,6-naphthyridin-3-yl)-5-(pyridin-4-yl)benzenesulfonamide